C(#N)C1=NN(C(=C1)C)C1=C(C=CC(=N1)N1C=NC2=C1C=CC(=C2)NC=2N=NC(=CC2C(=O)NC)C)OC(F)F 3-[[1-[6-(3-cyano-5-methyl-pyrazol-1-yl)-5-(difluoromethoxy)-2-pyridyl]benzimidazol-5-yl]amino]-N,6-dimethyl-pyridazine-4-carboxamide